(R)-6-(6-(1-cyclopropyl-1H-pyrazol-4-yl)-3,6-dihydro-2H-pyran-4-yl)-8-(2,4-difluorophenyl)-2,3-dimethylpyrido[3,2-d]pyrimidin-4(3H)-one C1(CC1)N1N=CC(=C1)[C@H]1C=C(CCO1)C=1C=C(C=2N=C(N(C(C2N1)=O)C)C)C1=C(C=C(C=C1)F)F